ClC=1C=C(C(=C(C=NC(C(CO)=O)CC2=CC=C(C=C2)O)C1)OC(C(C)C)=O)OC(C(C)C)=O 3-(5-chloro-2,3-bisisobutyryloxybenzylideneamino)-1-hydroxy-4-(4-hydroxyphenyl)butan-2-one